((2-butyl-benzo[d]oxazol-6-yl)methoxy)methyl-3-fluoroprop-2-en-1-amine C(CCC)C=1OC2=C(N1)C=CC(=C2)COCC(C=CF)N